2-(2-(3,3-difluoropyrrolidin-1-yl)-6-methylpyrimidin-4-yl)-5-(4-iodo-2-(6-azaspiro[2.5]oct-6-yl)phenyl)-1,3,4-oxadiazole FC1(CN(CC1)C1=NC(=CC(=N1)C=1OC(=NN1)C1=C(C=C(C=C1)I)N1CCC2(CC2)CC1)C)F